calcium-lithium-magnesium-copper [Cu].[Mg].[Li].[Ca]